P1=CPC=2C1=CC1=CC=CPC21 3,4-dihydro-1,3,4-triphosphacyclopenta[a]indene